tert-butyl (2S)-2-[(2RS)-2-(6-bromo-7-fluoro-indazol-2-yl)-3-ethoxy-3-oxo-propanoyl]pyrrolidine-1-carboxylate BrC=1C=CC2=CN(N=C2C1F)[C@H](C(=O)[C@H]1N(CCC1)C(=O)OC(C)(C)C)C(=O)OCC |&1:11|